(S)-2-benzyl-7-(4-fluorobenzyl)-2,3-dihydro-1H-pyrido[2,3-b][1,4]oxazine C(C1=CC=CC=C1)[C@@H]1NC2=C(OC1)N=CC(=C2)CC2=CC=C(C=C2)F